NC1=NC=2C=CC(=CC2C2=C1C(OC2)COCC2=CC=CC=C2)C(=O)[O-] 4-amino-3-((benzyloxy)methyl)-1,3-dihydrofuro[3,4-c]quinoline-8-carboxylate